Cl.ClC=1C=C(C(=C(C1)C1=NC=NN2C1=CC(=C2)CN2C(N(C=CC2=O)C)=O)CC2CNCCO2)F 3-((4-(5-chloro-3-fluoro-2-(morpholin-2-ylmethyl)phenyl)pyrrolo[2,1-f][1,2,4]triazin-6-yl)methyl)-1-methylpyrimidine-2,4(1H,3H)-dione hydrochloride